N1(CCC1)C(=O)C1=CC(=C(C(=C1)OC)S(=O)(=O)N)OC 4-(azetidine-1-carbonyl)-2,6-dimethoxybenzenesulfonamide